OC(C)C=1C(=NC(=CC1)N1C=NC2=C1C=CC(=C2)NC=2N=NC(=CC2)C)C2=CC(=NN2C)C#N 5-[3-(1-hydroxyethyl)-6-[5-[(6-methylpyridazin-3-yl)amino]benzimidazol-1-yl]-2-pyridyl]-1-methyl-pyrazole-3-carbonitrile